FC=1C=C(C=CC1F)[C@]1(C[C@@H]2[C@H](N(OC2(CC)CC)CC)[C@H](C1)CC)CC |r| rac-(3aR,5R,7S,7aR)-5-(3,4-difluorophenyl)-1,3,3,5,7-pentaethyloctahydrobenzo[c]isoxazole